tert-Butyl 4-(4-(2-Oxo-1,2-dihydrobenzo[cd]indole-6-carbonyl)-1H-pyrazol-1-yl)piperidine-1-carboxylate O=C1NC2=CC=C(C=3C2=C1C=CC3)C(=O)C=3C=NN(C3)C3CCN(CC3)C(=O)OC(C)(C)C